C(#N)C1=C(C=CC=C1)[C@@H](CC)C=1C(=NN(C1)C)F (1R,2R)-1-(2-cyanophenyl)-1-(3-fluoro-1-methyl-1H-pyrazol-4-yl)propan